NC1=NC2=C(N1C)C=C(C=C2C2=C(N(N=C2)C)C2=C(C#N)C=CC=C2)CC 2-[4-(2-amino-6-ethyl-1-methyl-benzoimidazol-4-yl)-2-methyl-pyrazol-3-yl]benzonitrile